(3-chloro-2,4-dimethyl-5,7-dihydropyrrolo[3,4-b]pyridin-6-yl)-[(3R)-[2-(trifluoromethyl)-4-pyridyl]pyrrolidin-3-yl]methanone ClC=1C(=C2C(=NC1C)CN(C2)C(=O)[C@H]2CN(CC2)C2=CC(=NC=C2)C(F)(F)F)C